C1(=CC=CC=C1)C=1C(=C(C(=C(C1)C#C[Pb+3])C1=CC=CC=C1)C1=CC=CC=C1)C1=CC=CC=C1 tetraphenyl-(phenylethynyl)lead (IV)